palladium germanium tin telluride [Sn]=[Te].[Ge].[Pd]